CN1[C@@H](CCCC1)CC(=O)N[C@H]1CCC2=CC(=CC=C12)CNC(=O)C1=CC(=C(C=C1)C)O N-{[(S)-1-({[(S)-1-methyl-2-piperidyl]methyl}carbonylamino)-5-indanyl]methyl}-2-hydroxy-4-toluamide